N1N=CN=C1C(=O)N 1H-1,2,4-triazole-5-carboxamide